dimethyl-bis(propylcyclopentadienyl)hafnium dichloride [Cl-].[Cl-].C[Hf](C1(C=CC=C1)CCC)(C1(C=CC=C1)CCC)C